(S)-tert-butyl 3,4-dimethylpiperazine-1-carboxylate C[C@H]1CN(CCN1C)C(=O)OC(C)(C)C